N-(2-chloro-4-(1H-imidazol-1-yl)benzyl)bicyclo[1.1.1]pentan-1-amine ClC1=C(CNC23CC(C2)C3)C=CC(=C1)N1C=NC=C1